4-hydroxy-6-iodo-2H-chromen-2-one OC1=CC(OC2=CC=C(C=C12)I)=O